COC1=C2C(=C3C(=C(C(OC3=C1)=O)CC(=O)N1CCOCC1)C)CCO2 4-methoxy-9-methyl-8-(2-(N-morpholinyl)-2-oxoethyl)-1,2-dihydro-7H-furo[3,2-f]chromen-7-one